FC1=C(C(=CC(=C1)OCCCCCCCCCCCCCCCCCC)F)S(=O)(=O)C=1C=NC2=CC=C(C=C2C1N1CCC(CC1)N1CCN(CC1)C1CCN(CC1)CC)OC(F)(F)F 3-((2,6-difluoro-4-(octadecyloxy)phenyl)sulfonyl)-4-(4-(4-(1-ethylpiperidin-4-yl)piperazin-1-yl)piperidin-1-yl)-6-(trifluoromethoxy)quinoline